C(C)C(CC(C(=O)O)(C)C)CC 4-ethyl-2,2-dimethylhexanoic acid